(2S,4R)-hydroxyproline N1[C@@H](C[C@@H](O)C1)C(=O)O